1-[5-[4-chloro-2-(1-ethyl-4,6-dihydropyrrolo[3,4-c]pyrazole-5-carbonyl)-7-fluoro-1H-indol-6-yl]-3,6-dihydro-2H-pyridin-1-yl]ethanone ClC1=C2C=C(NC2=C(C(=C1)C1=CCCN(C1)C(C)=O)F)C(=O)N1CC=2N(N=CC2C1)CC